O1N=C(C=C1)CNC(CN1N=C(C=CC1=O)C1=CC=C(C=C1)OC)=O N-(isoxazol-3-ylmethyl)-2-(3-(4-methoxyphenyl)-6-oxopyridazin-1(6H)-yl)acetamide